C(C)(C)(C)B(C(C)(C)C)C(C)(C)C tri-t-butylborane